C(C1=CC=CC=C1)O[C@H]1[C@H]([C@@H](O[C@]1(C=C)CO[Si](C1=CC=CC=C1)(C1=CC=CC=C1)C(C)(C)C)N1C(NC(C(=C1)F)=O)=O)CC(=O)[O-] [(2R,3R,4S,5R)-4-benzyloxy-5-[[tert-butyl(diphenyl)silyl]oxymethyl]-2-(5-fluoro-2,4-dioxo-pyrimidin-1-yl)-5-vinyl-tetrahydrofuran-3-yl]acetate